trimethoxy(isopropyl)silane CO[Si](C(C)C)(OC)OC